BrC1(CC1)Br 1,1-dibromocyclopropane